C(C)(=O)C=1C(NC(NC1C)=O)C1=CC=CC=C1 5-acetyl-6-methyl-4-phenyl-3,4-dihydropyrimidin-2-one